5-(chloromethyl)-3-pentyl-1,2,4-oxadiazole ClCC1=NC(=NO1)CCCCC